F[C@@H]1CN(CC1)CC1=C(C=CC=C1)C1=CC=C(S1)C(C)NC1=NC(=NC2=CC(=C(C=C12)OC)OC)C N-{1-[5-(2-{[(3S)-3-fluoropyrrolidin-1-yl]methyl}phenyl)thiophen-2-yl]ethyl}-6,7-dimethoxy-2-methylquinazolin-4-amine